tert-butyl 6-(benzyloxy)-8-fluoro-7-[(2-methoxy-2-oxoethyl)amino]-3,4-dihydroisoquinoline-2(1H)-carboxylate C(C1=CC=CC=C1)OC=1C=C2CCN(CC2=C(C1NCC(=O)OC)F)C(=O)OC(C)(C)C